CC1=CN=C(O1)CN (5-methyloxazol-2-yl)methanamine